2-fluoro-4-((1-(4-(hydroxymethyl)-5-(pyridazin-4-yl)-1-((2-(trimethylsilyl)ethoxy)methyl)-1H-pyrazol-3-yl)-2-oxopyrrolidin-3-yl)methyl)benzonitrile FC1=C(C#N)C=CC(=C1)CC1C(N(CC1)C1=NN(C(=C1CO)C1=CN=NC=C1)COCC[Si](C)(C)C)=O